1-cyclopropylethane-1,1-diol C1(CC1)C(C)(O)O